[6-(3-cyclopropyl-1H-1,2,4-triazol-5-yl)-2-azaspiro[3.3]heptan-2-yl]-[7-[[2-methyl-4-(trifluoromethyl)pyrazol-3-yl]methyl]-2,7-diazaspiro[3.5]nonan-2-yl]methanone C1(CC1)C1=NNC(=N1)C1CC2(CN(C2)C(=O)N2CC3(C2)CCN(CC3)CC=3N(N=CC3C(F)(F)F)C)C1